Cl.N1=CC=C(C=C1)C=1C=C2C=CC(=NC2=CC1)N1CC(CCC1)C(=O)O 1-(6-(pyridin-4-yl)quinolin-2-yl)piperidine-3-carboxylic acid hydrochloride